C(C)(=O)N1C[C@H](CC1)NC[C@H](CC1=C(C(NC=N1)=O)O)C1=CC=C(C=C1)C#CC1=CC=C(C=C1)CN1CCOCC1 6-((R)-3-(((S)-1-acetylpyrrolidin-3-yl)amino)-2-(4-((4-(morpholinomethyl)phenyl)ethynyl)phenyl)propyl)-5-hydroxypyrimidin-4(3H)-one